6-bromo-3-[(4-methoxyphenyl)methoxy]-5-methyl-pyrazin-2-amine BrC1=C(N=C(C(=N1)N)OCC1=CC=C(C=C1)OC)C